FC=1C(=CC(=NC1)C1=C(C=NN1C)F)OC1CN(C1)C(=O)N1N=CC[C@H]1C=1C=NC=C(C#N)C1 (S)-5-(1-(3-((5-fluoro-2-(4-fluoro-1-methyl-1H-pyrazol-5-yl)pyridin-4-yl)oxy)azetidine-1-carbonyl)-4,5-dihydro-1H-pyrazol-5-yl)nicotinonitrile